(mercapto)triethoxysilane S[Si](OCC)(OCC)OCC